FC1(CCN(CC1)C(=O)C=1C=NC2=C(C=CC=C2C1)C1=CC2=C(C(NO2)=O)C=C1)F 6-(3-(4,4-difluoropiperidine-1-carbonyl)quinolin-8-yl)benzo[d]isoxazol-3(2H)-one